tert-butyl (1R,4S,5S)-3-benzyl-4-(hydroxymethyl)-1-methyl-3,8-diazabicyclo[3.2.1]octane-8-carboxylate C(C1=CC=CC=C1)N1C[C@]2(CC[C@@H]([C@H]1CO)N2C(=O)OC(C)(C)C)C